(9Z)-9-cyclopentadecene-1-one C1(CCCCCCC\C=C/CCCCC1)=O